N-(4-{[6-(5-Chloro-2-Fluorophenyl)-3-Cyclopropylpyridazin-4-yl]Amino}Pyridin-2-yl)-3-(4-Methylpiperazin-1-yl)Propanamid ClC=1C=CC(=C(C1)C1=CC(=C(N=N1)C1CC1)NC1=CC(=NC=C1)NC(CCN1CCN(CC1)C)=O)F